N1(CCCCC1)NC(=O)C1=NN(C(=C1CO)C1=CC=C(C=C1)C#CCCO[N+](=O)[O-])C1=C(C=C(C=C1)Cl)Cl 1-(2,4-Dichloro-phenyl)-4-hydroxymethyl-5-[4-(4-nitrooxy-but-1-ynyl)-phenyl]-1H-pyrazole-3-carboxylic acid piperidin-1-ylamide